N=1SC=C2C1C=CC(=C2)C(=O)N2CCC1(C(N3[C@H](O1)CC[C@H]3C3=CC(=CC(=C3)F)F)=O)CC2 (5'S,7a'R)-1-(2,1-benzothiazole-5-carbonyl)-5'-(3,5-difluorophenyl)tetra-hydro-3'H-spiro[piperidine-4,2'-pyrrolo[2,1-b][1,3]oxazol]-3'-one